1,4-di(tert-butylperoxycarbonyl)cyclohexane C(C)(C)(C)OOC(=O)C1CCC(CC1)C(=O)OOC(C)(C)C